C(#N)C1=C(C(=CC=C1)C1COC2(CC2)CC1)NC(=O)N1CCC(CC1)(C)C1=NOC(=N1)[C@H]1[C@H](C1)F N-[2-cyano-6-(4-oxaspiro[2.5]octan-6-yl)phenyl]-4-[5-[(1S,2S)-2-fluorocyclopropyl]-1,2,4-oxadiazol-3-yl]-4-methylpiperidine-1-carboxamide